N1N=CN=C1.[K] potassium 1H-1,2,4-triazole